O1C(=C(O)C(=O)C=2C(O)=C(C(O)=CC12)C=O)C1=CC(O)=C(O)C=C1 quercetin-Al